C1(=CC=CC=C1)C[Li] phenylmethyl-lithium